tert-butyl N-(1-{2-[({4-[4-(morpholin-4-yl)-7-{[2-(trimethylsilyl)ethoxy]methyl}-7H-pyrrolo[2,3-d]pyrimidin-6-yl]phenyl}carbamoyl)amino]pyridin-4-yl}azetidin-3-yl)carbamate N1(CCOCC1)C=1C2=C(N=CN1)N(C(=C2)C2=CC=C(C=C2)NC(=O)NC2=NC=CC(=C2)N2CC(C2)NC(OC(C)(C)C)=O)COCC[Si](C)(C)C